C(C(=C)C)(=O)OC(C(C(C)C)C)CC 1-ethyl-2,3-dimethylbutyl methacrylate